C1C2=P(=O)C(=N2)O1 phosphoryl-oxazoline